COC(=O)C1=NN=CN1C 4-methyl-4H-1,2,4-triazole-3-carboxylic acid methyl ester